3-(4-([3,3'-bipyridin]-5-yl)-1H-pyrazol-1-yl)-4-methylaniline-d N1=CC(=CC(=C1)C=1C=NN(C1)C=1C=C(N[2H])C=CC1C)C=1C=NC=CC1